[1-[(2-Chlorophenyl)methyl]-5-(1-methyl-1H-indazol-4-yl)-1H-pyrazol-3-yl]methanol ClC1=C(C=CC=C1)CN1N=C(C=C1C1=C2C=NN(C2=CC=C1)C)CO